NC=1C2=C(N=CN1)N1C(=C2C#CC=2C(=CC3=C(N=C(S3)C3CC3)C2F)F)CN([C@@H](C1)C)C(C=C)=O (R)-1-(4-amino-5-((2-cyclopropyl-4,6-difluorobenzo[d]thiazol-5-yl)ethynyl)-8-methyl-8,9-dihydropyrazino[1',2':1,5]pyrrolo[2,3-d]pyrimidin-7(6H)-yl)prop-2-en-1-one